BrC1=CC(=C(C2=CC=CC=C12)[N-]C1=NC(=NC(=C1)C)N1CCC(CC1)(F)F)N1CCC2(CC2)CC1 4-bromo-N-(2-(4,4-difluoropiperidin-1-yl)-6-methylpyrimidin-4-yl)-2-(6-azaspiro[2.5]Octan-6-yl)-1-naphthylamide